5-bromo-2,3-dimethyl-pyridine BrC=1C=C(C(=NC1)C)C